6-Chloro-1-methyl-8-(2-pyrrol-1-yl-pyrimidin-5-yl)-9H-pyrido[3,4-b]indole ClC=1C=C2C3=C(NC2=C(C1)C=1C=NC(=NC1)N1C=CC=C1)C(=NC=C3)C